7-(benzyloxy)-4-(4-(4-(dimethoxymethyl)piperidin-1-yl)-3-fluorophenyl)chroman-4-ol gold [Au].C(C1=CC=CC=C1)OC1=CC=C2C(CCOC2=C1)(O)C1=CC(=C(C=C1)N1CCC(CC1)C(OC)OC)F